(S)-2,6-dimethoxy-N-(6-(5-methyl-6,7-dihydro-5H-pyrrolo[2,1-c][1,2,4]triazol-3-yl)pyridin-2-yl)nicotinamide COC1=C(C(=O)NC2=NC(=CC=C2)C=2N3C(=NN2)CC[C@@H]3C)C=CC(=N1)OC